C(CCCCCCCCCCCCCCCCCCCCCCC)(=O)OCCCCCCCCCCCCCCCCC heptadecan-1-yl lignocerate